ClC1=NC(=C(C(=N1)N[C@H](C)C1=C(C=C(C=C1)Cl)Cl)Cl)C (R)-2,5-dichloro-N-(1-(2,4-dichlorophenyl)ethyl)-6-methylpyrimidine-4-amine